ClC=1C=C(C=CC1F)C1=CNC2=C1C(N(C=C2)CC(=O)N2CC(C2)(F)F)=O 3-(3-chloro-4-fluorophenyl)-5-(2-(3,3-difluoroazetidin-1-yl)-2-oxoethyl)-1H-pyrrolo[3,2-c]pyridin-4(5H)-one